2-amino-2-cyclopropylacetaldehyde O-(2-oxo-2-(4-(5-(trifluoromethyl)pyrimidin-2-yl)piperazin-1-yl)ethyl) oxime O=C(CON=CC(C1CC1)N)N1CCN(CC1)C1=NC=C(C=N1)C(F)(F)F